C(C)(C)(C)OC(=O)N1CCC(CC1)C(=O)NNC=1C[C@H](CN1)C1=C(C(=CC=C1OCC=C)Cl)Cl (S)-4-(2-(3-(6-(allyloxy)-2,3-dichlorophenyl)-3,4-dihydro-2H-pyrrol-5-yl)hydrazine-1-carbonyl)piperidine-1-carboxylic acid tert-butyl ester